7-(5-amino-6-((3-methoxypyridin-4-yl)methoxy)pyrazin-2-yl)-N,2-dimethyl-1,2,3,4-tetrahydroisoquinoline-5-amine NC=1N=CC(=NC1OCC1=C(C=NC=C1)OC)C=1C=C(C=2CCN(CC2C1)C)NC